C(CC\C=C/CC)(=O)OCC ETHYL CIS-4-HEPTENOATE